C(#N)/C(/C(=O)NCC1=CC=C(C=C1)F)=C\C1=CNC2=NC=CC=C21 (E)-2-cyano-N-(4-fluorobenzyl)-3-(1H-pyrrolo[2,3-b]pyridin-3-yl)acrylamide